CC=1N=C(C2=C(N1)C1=C(O2)C=CC=C1)N1CC[C@@H](C1)CC(NC1=CC=C(C=C1)N1C(OCC1)=O)=O (2S,4R)-1-(2-methylbenzofuro[3,2-d]pyrimidin-4-yl)-4-(2-oxo-2-((4-(2-oxooxazolidin-3-yl)phenyl)amino)ethyl)pyrrolidine